dinitrosobenzene N(=O)C1=C(C=CC=C1)N=O